2-(1-(3-(difluoromethyl)-5-fluorophenyl)-1H-pyrazol-4-yl)propanoic acid FC(C=1C=C(C=C(C1)F)N1N=CC(=C1)C(C(=O)O)C)F